ethyl (S)-3-amino-3-(4-fluoro-2'-hydroxy-5,6'-dimethyl-[1,1'-biphenyl]-3-yl)propanoate N[C@@H](CC(=O)OCC)C=1C=C(C=C(C1F)C)C1=C(C=CC=C1C)O